C(C)C1OC(C(C(C(CC(CC(CN(C(C(C1(C)O)O)C)C)C)(C)O)C)O[C@@H]1O[C@H]([C@@H]([C@](C1)(C)OC)O)C)C)=O 2-ethyl-3,4,10-trihydroxy-13-(((2R,4R,5S,6S)-5-hydroxy-4-methoxy-4,6-dimethyltetrahydro-2H-pyran-2-yl)oxy)-3,5,6,8,10,12,14-heptamethyl-1-oxa-6-azacyclopentadecan-15-one